C(C)(C)(C)N(C(O)=O)CC(=O)NC=1C=C2N=C(C=3N(C2=CC1)C=CC3)C3=CC=C(C=C3)C(C)(C)C.NCC3CNC1=CC=CC=C31 3-(amino)methylindoline tert-butyl(2-((4-(4-(tert-butyl)phenyl)pyrrolo[1,2-a]quinoxalin-7-yl)amino)-2-oxoethyl)carbamate